FC=1C(=CC=2C3=C(N=C(C2C1)OCCO)COC[C@@H]3N(C(=O)NC3=CC(=C(C=C3)F)C(F)F)C)F (R)-1-(8,9-difluoro-6-(2-hydroxyethoxy)-1,4-dihydro-2H-pyrano[3,4-c]isoquinolin-1-yl)-3-(3-(difluoromethyl)-4-fluorophenyl)-1-methylurea